C(C)OC(C#CC1=C(C=O)C(=CC=C1)F)OCC 2-(3,3-Diethoxyprop-1-yn-1-yl)-6-fluorobenzaldehyde